2-[1-cyclobutyl-6-(5-methyl-1H-1,2,3,4-tetrazol-1-yl)-1H-1,3-benzodiazol-2-yl]-5-ethoxy-1-methyl-6-oxo-1,6-dihydropyrimidine-4-carboxylic acid C1(CCC1)N1C(=NC2=C1C=C(C=C2)N2N=NN=C2C)C=2N(C(C(=C(N2)C(=O)O)OCC)=O)C